N1=C(N=C2N(C(=NC2=C1[2H])[2H])[2H])[2H] 9H-purine-d4